N-(3-chlorophenyl)-N-((5-(hydrazinecarbonyl)pyridin-2-yl)methyl)thiomorpholine-4-carboxamide 1,1-dioxide ClC=1C=C(C=CC1)N(C(=O)N1CCS(CC1)(=O)=O)CC1=NC=C(C=C1)C(=O)NN